ClC1=C(N(N=C1C(F)(F)F)C1=CC(=CC=C1)C(N(C)C1=CC2=C(OC(O2)(F)F)C=C1)=O)COC=1N=CC=NC1 5-[[4-Chloro-2-[3-[(2,2-difluoro-1,3-benzodioxol-5-yl)-methylcarbamoyl]phenyl]-5-(trifluoromethyl)pyrazol-3-yl]methoxy]pyrazin